ClC1=C(C=CC(=C1)C(F)(F)F)N1CC(CC1)C=1C(=C(C(=O)OC)C=CC1)F methyl 3-(1-(2-chloro-4-trifluoromethylphenyl) pyrrolidin-3-yl)-2-fluorobenzoate